CC1=CC=C2C=NNC2=C1B1OC(C)(C)C(C)(C)O1 6-Methyl-1h-indazole-7-boronic acid pinacol ester